(R)-1-(3,4''-dichloro-5'-fluoro-2'-hydroxy-3''-(3-hydroxy-3-methylpyrrolidin-1-yl)-[1,1':3',1''-terphenyl]-4-yl)-3-methyl-1H-imidazol-2(3H)-one ClC=1C=C(C=CC1N1C(N(C=C1)C)=O)C1=C(C(=CC(=C1)F)C1=CC(=C(C=C1)Cl)N1C[C@](CC1)(C)O)O